1-(5-(4-AMINO-7-CYCLOPROPYL-7H-PYRROLO[2,3-D]PYRIMIDIN-5-YL)IMIDAZO[1,2-A]PYRIDIN-8-YL)-3-(5-(1-(TRIFLUOROMETHYL)CYCLOPROPYL)ISOXAZOL-3-YL)UREA NC=1C2=C(N=CN1)N(C=C2C2=CC=C(C=1N2C=CN1)NC(=O)NC1=NOC(=C1)C1(CC1)C(F)(F)F)C1CC1